octyl-diphenoxysilane C(CCCCCCC)[SiH](OC1=CC=CC=C1)OC1=CC=CC=C1